4-fluoro-1-[2-(1H-indol-3-yl)acetyl]-N-{phenyl-[4-(prop-2-yl)phenyl]methyl}pyrrolidine-2-carboxamide FC1CC(N(C1)C(CC1=CNC2=CC=CC=C12)=O)C(=O)NC(C1=CC=C(C=C1)C(C)C)C1=CC=CC=C1